OCCOC1=C(C=CC=2C3(C4=CC=CC=C4SC12)OCC(CO3)(C)C)OCCO 2-[4'-(2-hydroxyethoxy)-5,5-dimethyl-spiro[1,3-dioxane-2,9'-thioxanthene]-3'-yl]oxyethanol